(1S)-1-[(3R)-7-fluoro-1,2,3,4-tetrahydro-1,5-naphthyridin-3-yl]-1-phenylmethanamine FC1=CN=C2C[C@H](CNC2=C1)[C@H](N)C1=CC=CC=C1